tert-butyl (R)-3-(3-(4-(octyloxy)-3-(trifluoromethyl)phenyl)-1,2,4-oxadiazol-5-yl)piperidine-1-carboxylate C(CCCCCCC)OC1=C(C=C(C=C1)C1=NOC(=N1)[C@H]1CN(CCC1)C(=O)OC(C)(C)C)C(F)(F)F